4-chloro-11-(isobutoxymethyl)-8,8-dimethyl-7,10-dihydro-8H-pyrano[3'',4'':5',6']pyrido[3',2':4,5]thieno[3,2-d]pyrimidine ClC=1C2=C(N=CN1)C1=C(S2)N=C2C(=C1COCC(C)C)COC(C2)(C)C